(E)-N-(3-(2-((4-morpholinylphenyl)amino)quinazolin-8-yl)phenyl)but-2-enamide N1(CCOCC1)C1=CC=C(C=C1)NC1=NC2=C(C=CC=C2C=N1)C=1C=C(C=CC1)NC(\C=C\C)=O